S(=O)(=O)(C1=CC=C(C)C=C1)N[C@@H](C)C(=O)OCCNC 2-(methylamino)ethyl tosyl-L-alaninate